1-([1,1'-biphenyl]-4-yl)-3-(benzenesulfonyl)propan-1-one C1(=CC=C(C=C1)C(CCS(=O)(=O)C1=CC=CC=C1)=O)C1=CC=CC=C1